Cl.ClC1=CC=C(C=C1)C(C1CCNCC1)(F)F 4-((4-chlorophenyl)difluoromethyl)piperidine hydrochloride